C(#N)C1=CN=C(N1C)CN1C[C@H](CC1)N1C(N(C=2C1=NC=CC2)C=2C=CC(=NC2)C2=CC=C(C(=O)OC)C=C2)=O Methyl (S)-4-(5-(3-(1-((5-cyano-1-methyl-1H-imidazol-2-yl)methyl)pyrrolidin-3-yl)-2-oxo-2,3-dihydro-1H-imidazo[4,5-b]pyridin-1-yl)pyridin-2-yl)benzoate